CC(C)CCCCCCCCCCC 2-methyl-Tridecane